ClC=1C=C(C=CC1F)NC1=NC=NC2=CC(=C(C=C12)OC1CCN(CC1)C(=O)N1C[C@H](O[C@H](C1)C)C)OC 4-[(3-chloro-4-fluoro-phenyl)amino]-6-{1-[(cis-2,6-dimethyl-morpholin-4-yl)carbonyl]-piperidin-4-yloxy}-7-methoxy-quinazoline